4-nitrophenyl (2-(trimethylsilyl) ethyl) carbonate C(OC1=CC=C(C=C1)[N+](=O)[O-])(OCC[Si](C)(C)C)=O